[OH-].OCC[N+](C)(C)C.OCC[N+](C)(C)C.OCC[N+](C)(C)C.[OH-].[OH-] tris-choline hydroxide